monopropyl-furandicarboxylic acid C(CC)C=1C(=C(OC1)C(=O)O)C(=O)O